C(#C)C1=C2C(=CC(=CC2=CC=C1F)C#N)C1=C(C=2N=C(N=C(C2C=N1)N(C[C@@H]1NCCCC1)C)N1CC2CCC(C1)N2C)F 5-ethynyl-6-fluoro-4-(8-fluoro-4-(methyl(((R)-piperidin-2-yl)methyl)amino)-2-(8-methyl-3,8-diazabicyclo[3.2.1]octan-3-yl)pyrido[4,3-d]pyrimidin-7-yl)-2-naphthonitrile